ClC=1C=C(C=CC1)CC=O 2-(3-chlorophenyl)acetaldehyde